N-ethylimidazole butyrate C(CCC)(=O)O.C(C)N1C=NC=C1